COC=1C(=NC=2C(N1)=NON2)NC2=CC=C(C=C2)C(F)(F)F 6-METHOXY-N-(4-(TRIFLUOROMETHYL)PHENYL)-[1,2,5]OXADIAZOLO[3,4-B]PYRAZIN-5-AMINE